7-methoxy-2-tetrahydropyran-4-yl-N-(3,4,5-trifluorophenyl)imidazo[1,2-a]pyridine-6-carboxamide COC1=CC=2N(C=C1C(=O)NC1=CC(=C(C(=C1)F)F)F)C=C(N2)C2CCOCC2